CC=1N=C(SC1S(=O)(=O)N1CCN(CC1)C[C@H](C)NC1=NC=NC2=C(C=CC=C12)C1=NC=NC(=C1)C)NC(OC)=O methyl N-[4-methyl-5-({4-[(2S)-2-{[8-(6-methylpyrimidin-4-yl)quinazolin-4-yl]amino}propyl]piperazin-1-yl}sulfonyl)-1,3-thiazol-2-yl]carbamate